4-bromo-1-butyl-2-(4-(tert-butyl)phenyl)-1H-benzo[d]imidazole BrC1=CC=CC=2N(C(=NC21)C2=CC=C(C=C2)C(C)(C)C)CCCC